COC([C@@H]([C@@H](OC)[C@H]1N(CCC1)C(C[C@H]([C@H]([C@H](CC)C)N(C([C@H](C(C)C)NC(=O)OC(C)(C)C)=O)C)OC)=O)C)=O (2R,3R)-3-((S)-1-((3R,4S,5S)-4-((S)-2-((tert-Butoxycarbonyl)amino)-N,3-dimethylbutyramido)-3-methoxy-5-methylheptanoyl)pyrrolidin-2-yl)-3-methoxy-2-methylpropanoic acid methyl ester